CN1CCN(CC1)C1=C(C=C(C=C1)[N+](=O)[O-])CO [2-(4-methylpiperazin-1-yl)-5-nitrophenyl]methanol